C1(=C(C=CC=C1)NC=1N=CN=NC1C(=O)N)C 5-o-tolylamino-1,2,4-triazine-6-carboxamide